ClC1=C(C=CC=C1)[C@@H](C)OC(=O)NC1=C(N=NN1C)C1=CC=C(C(=N1)C)NC(=O)C1C(C1C(=O)O)(F)F 3-((6-(5-((((R)-1-(2-chloro-phenyl)ethoxy)carbonyl)-amino)-1-methyl-1H-1,2,3-triazol-4-yl)-2-methylpyridin-3-yl)carbamoyl)-2,2-difluorocyclopropane-1-carboxylic acid